C1(CC1)N1CCN(CC1)C=1C=CC(=NC1)N1CC=2C(=NC=CC2C1=O)C1=C(C=CC=C1OC)F 2-(5-(4-Cyclopropylpiperazin-1-yl)pyridin-2-yl)-4-(2-fluoro-6-methoxyphenyl)-2,3-dihydro-1H-pyrrolo[3,4-c]pyridin-1-one